2-amino-4-cyclopropyl-N-methylbenzamide NC1=C(C(=O)NC)C=CC(=C1)C1CC1